5-(4-methyl-1H-imidazol-1-yl)-6-oxo-5,6-dihydropyridine-2-carboxylic acid HCl salt Cl.CC=1N=CN(C1)C1C=CC(=NC1=O)C(=O)O